C(C)ONC1=NC(=NC(=N1)N)N ethoxymelamine